N-(3-(4-acetylpiperazin-1-yl)-5-fluorophenyl)-4-fluoro-7-methyl-1H-indole C(C)(=O)N1CCN(CC1)C=1C=C(C=C(C1)F)N1C=CC2=C(C=CC(=C12)C)F